methyl 3-[(5-chloro-2-oxo-2,3-dihydro-1H-indol-1-yl)acetyl]-1,3-thiazolidine-4-carboxylate ClC=1C=C2CC(N(C2=CC1)CC(=O)N1CSCC1C(=O)OC)=O